NC=1SC(=CN1)C(=O)NC1=C(C=C(C(=C1)C(NC1=NN(C=C1)C1CCC1)=O)F)C 2-Amino-N-[5-[(1-cyclobutylpyrazol-3-yl)carbamoyl]-4-fluoro-2-methylphenyl]-1,3-thiazole-5-carboxamide